4-fluoro-N-(4-(3-((4-hydroxy-2-methylphenyl)amino)-1H-pyrazol-5-yl)phenyl)benzenesulfonamide FC1=CC=C(C=C1)S(=O)(=O)NC1=CC=C(C=C1)C1=CC(=NN1)NC1=C(C=C(C=C1)O)C